N-(5-Fluoropyridin-2-yl)-6-(1-methyl-3-(trifluoromethyl)-1H-pyrazol-5-yl)quinoline-8-carboxamide FC=1C=CC(=NC1)NC(=O)C=1C=C(C=C2C=CC=NC12)C1=CC(=NN1C)C(F)(F)F